C1(CC1)N(CCCNC1=C(C=C(C=C1)S(=O)(=O)NC(C1=C(C=CC=C1)OC=1C=C2C(=NC1)NC=C2)=O)[N+](=O)[O-])CC(F)(F)F N-{[4-({3-[cyclopropyl(2,2,2-trifluoroethyl)amino]propyl}amino)-3-nitrophenyl]sulfonyl}-2-(1H-pyrrolo[2,3-b]pyridin-5-yloxy)benzamide